C1(=CC=CC2=CC=CC=C12)B(O)O naphthalen-1-boronic acid